N-((4-((5-((3S,4S)-4-amino-3-methyl-2-oxa-8-azaspiro[4.5]decan-8-yl)pyrazin-2-yl)thio)-3-chloropyridin-2-yl)carbamoyl)-5-fluoropyridine-3-sulfonamide N[C@@H]1[C@@H](OCC12CCN(CC2)C=2N=CC(=NC2)SC2=C(C(=NC=C2)NC(=O)NS(=O)(=O)C=2C=NC=C(C2)F)Cl)C